N-(1,1-dimethylsilacyclohexan-4-yl)-4-fluoro-5-methyl-1H-pyrrolo[2,3-c]pyridine-2-carboxamide C[Si]1(CCC(CC1)NC(=O)C1=CC=2C(=CN=C(C2F)C)N1)C